8-(4,5-dihydro-1H-imidazolyl)quinoline N1(C=NCC1)C=1C=CC=C2C=CC=NC12